6-(2-chloro-6-fluorophenyl)-2-((2-chloro-4-((3r,5s)-3,4,5-trimethylpiperazin-1-yl)phenyl)amino)-8,9-dihydroimidazo[1,2-a]pyrimido[5,4-e]pyrimidin-5(6H)-one ClC1=C(C(=CC=C1)F)N1C=2N(C3=C(C1=O)C=NC(=N3)NC3=C(C=C(C=C3)N3C[C@H](N([C@H](C3)C)C)C)Cl)CCN2